4-(5-Chloro-2-(trifluoromethoxy)phenyl)-N-(6-(4-cyanophenyl)thiazolo[4,5-b]pyrazine-2-yl)-6-methylpyridine-3-carboxamide ClC=1C=CC(=C(C1)C1=C(C=NC(=C1)C)C(=O)NC=1SC=2C(=NC=C(N2)C2=CC=C(C=C2)C#N)N1)OC(F)(F)F